6-iodo-4-morpholino-2-(3-(m-tolyl)-1H-pyrazol-1-yl)furo[3,2-d]pyrimidine IC1=CC=2N=C(N=C(C2O1)N1CCOCC1)N1N=C(C=C1)C=1C=C(C=CC1)C